COC1=C(C=CC=C1)C1CC2=CC=CC=C2C=C1 2-(2-methoxyphenyl)-1H-naphthalen